3-(((2-(((tertbutyldimethylsilyl)oxy)methyl)-6-cyclopropylimidazo[1,2-a]pyridin-8-yl)amino)methyl)oxetan-3-ol C(C)(C)(C)[Si](OCC=1N=C2N(C=C(C=C2NCC2(COC2)O)C2CC2)C1)(C)C